dichlorocobalt(II) Cl[Co]Cl